Cl.FC1=C2C(=CNC2=CC=C1F)N 4,5-difluoro-1H-indol-3-amine hydrochloride